2-chloro-1-(2,4,6-trihydroxyphenyl)ethanone ClCC(=O)C1=C(C=C(C=C1O)O)O